1-methylbenzimidazole-5-formic acid CN1C=NC2=C1C=CC(=C2)C(=O)O